COC=1C=C(C=CC1)C1C(C1)C=1C2=C(N=C(N1)N1CCOCC1)N(CC2)C=2C=NC=CC2 4-(2-(3-methoxyphenyl)cyclopropyl-7-(pyridin-3-yl)-6,7-dihydro-5H-pyrrolo[2,3-d]pyrimidin-2-yl)morpholine